2-(5-(4-Hydroxycyclohexylamino)pyrimidin-2-yl)-6-(3-methoxy-2-methylphenyl)phthalazin-1(2H)-one OC1CCC(CC1)NC=1C=NC(=NC1)N1C(C2=CC=C(C=C2C=N1)C1=C(C(=CC=C1)OC)C)=O